5-[(acetyloxy)methoxy]-4-(2-fluoro-7-methyl-9-anthracenyl)-2,6-dimethyl-3(2H)-pyridazinone C(C)(=O)OCOC1=C(C(N(N=C1C)C)=O)C=1C2=CC(=CC=C2C=C2C=CC(=CC12)F)C